3-[6-[N-(cyclopropylmethyl)anilino]-3-pyridyl]azetidine-1-carboxylic acid tert-butyl ester C(C)(C)(C)OC(=O)N1CC(C1)C=1C=NC(=CC1)N(C1=CC=CC=C1)CC1CC1